N-(4-(4-cyclopropylpiperazin-1-yl)phenyl)-4-(3-phenylisoxazolidin-2-yl)-5-(trifluoromethyl)pyrimidin-2-amine C1(CC1)N1CCN(CC1)C1=CC=C(C=C1)NC1=NC=C(C(=N1)N1OCCC1C1=CC=CC=C1)C(F)(F)F